FC=1C=C(C=CC1F)NC(=O)C=1N(C=C2C1OCC1C(NS2(=O)=O)CCC1)C N-(3,4-difluorophenyl)-2-methyl-5a,6,7,8,8a,9-hexahydro-2H,5H-cyclopenta[f]pyrrolo[3,4-b][1,4,5]oxathiazocine-1-carboxamide 4,4-dioxide